ClC1=C2C=C(NC2=CC=C1Cl)C(=O)N1CC(OCC1)C(=O)NC 4-[(4,5-dichloro-1H-indol-2-yl)carbonyl]-N-methyl-2-morpholinecarboxamide